O=C1NC(CCC1NC(C1=CC=C(C=C1)N1CCN(CC1)C1CCN(CC1)C(=O)N1CCN(CC1)C1=CC=C(C=C1)[C@H]1[C@H](CCC2=CC(=CC=C12)O)C1=CC=CC=C1)=O)=O N-(2,6-dioxopiperidin-3-yl)-4-(4-(1-(4-(4-((1R,2S)-6-hydroxy-2-phenyl-1,2,3,4-tetrahydronaphthalen-1-yl)phenyl)piperazine-1-carbonyl)piperidin-4-yl)piperazin-1-yl)benzamide